6-((6-methoxypyrazolo[1,5-a]pyrazin-3-yl)oxy)-1-methyl-2-((1-methyl-2-oxo-5-(trifluoromethyl)-1,2-dihydropyridin-3-yl)amino)-1H-imidazo[4,5-b]pyridine-7-carbonitrile COC=1N=CC=2N(C1)N=CC2OC=2C(=C1C(=NC2)N=C(N1C)NC=1C(N(C=C(C1)C(F)(F)F)C)=O)C#N